O=C(CCCCCCCCC(=O)OC(C)(C)C)N1CCC(CC1)C(=O)N1N=CCC1C1=CC=CC=C1 tert-butyl 10-oxo-10-(4-(5-phenyl-4,5-dihydro-1H-pyrazole-1-carbonyl)piperidin-1-yl)decanoate